COC1=CC=C(C=C1)C1=CN=CC(=N1)C(=O)N/N=C/C1=CC(NC=C1)=O (E)-6-(4-methoxyphenyl)-N'-((2-oxo-1,2-dihydropyridin-4-yl)methylene)pyrazine-2-carbohydrazide